tert-butyl 4-{4-[(4-{1-[(tert-butoxy)carbonyl]-1,2,3,6-tetrahydro pyridin-4-yl}-3-methoxyphenyl)carbamoyl]-2-fluorophenyl}-1,2,3,6-tetrahydropyridine-1-carboxylate C(C)(C)(C)OC(=O)N1CCC(=CC1)C1=C(C=C(C=C1)NC(=O)C1=CC(=C(C=C1)C=1CCN(CC1)C(=O)OC(C)(C)C)F)OC